OC=1C=C(C=CC1O)CCN 2-(3,4-dihydroxyphenyl)-ethylamine